tert-butyl (E)-2-((dimethylamino)methylene)-4-(1-methyl-1H-pyrazol-4-yl)-3-oxo-4-(trifluoromethyl)pyrrolidine-1-carboxylate CN(C)\C=C/1\N(CC(C1=O)(C(F)(F)F)C=1C=NN(C1)C)C(=O)OC(C)(C)C